tert-butyl 2-(6-((2-((tert-butoxycarbonyl) amino)-2-methylpropyl) carbamoyl) pyrazin-2-yl)-3-methyl-5-(pentafluoro-lambda6-sulfanyl)-1H-indole-1-carboxylate C(C)(C)(C)OC(=O)NC(CNC(=O)C1=CN=CC(=N1)C=1N(C2=CC=C(C=C2C1C)S(F)(F)(F)(F)F)C(=O)OC(C)(C)C)(C)C